4-(7-chloro-2-methyl-1-benzothien-4-yl)-1-(oxan-2-yl)pyrazole ClC1=CC=C(C=2C=C(SC21)C)C=2C=NN(C2)C2OCCCC2